6-Chloro-3-methyl-1-(2-(tetrahydro-2H-pyran-4-yl)ethyl)-1,3-dihydro-2H-imidazo[4,5-c]pyridin-2-one ClC1=CC2=C(C=N1)N(C(N2CCC2CCOCC2)=O)C